(2S)-2-[(3-hydroxy-4-methoxy-pyridine-2-carbonyl)amino]propionic acid [2-(7-bromoindol-1-yl)-1-methyl-propyl] ester BrC=1C=CC=C2C=CN(C12)C(C(C)OC([C@H](C)NC(=O)C1=NC=CC(=C1O)OC)=O)C